OC1CCC(CC1)(C#N)N1C2=NC(=NC=C2N(C1=O)C)NC=1C(=CC=2N(C1)N=CN2)C (1s,4s)-4-hydroxy-1-(7-methyl-2-((7-methyl-[1,2,4]triazolo[1,5-a]pyridin-6-yl)amino)-8-oxo-7,8-dihydro-9H-purin-9-yl)cyclohexane-1-carbonitrile